ClC1=C(C=NC(=C1)Cl)C(=O)NC1=C(C=C(C(=C1)N1N=NC(=C1)C(N(CC)CC)=O)F)N1C[C@H](N([C@H](C1)C)C)C 4,6-dichloro-N-[5-[4-(diethylcarbamoyl)triazol-1-yl]-4-fluoro-2-[(3R,5S)-3,4,5-trimethylpiperazin-1-yl]phenyl]pyridine-3-carboxamide